C(C)(C)(C)C1=NN2C(N(C3=C(C2=O)CN(C3=O)CCN3CCOCC3)CC(=O)NC3=NC=C(C=C3)F)=C1 2-{2-tert-butyl-6-[2-(morpholin-4-yl)ethyl]-5,8-dioxo-5,6,7,8-tetrahydro-4H-pyrazolo[1,5-a]pyrrolo[3,4-d]pyrimidin-4-yl}-N-(5-fluoropyridin-2-yl)acetamide